CC1=C(C(=CC(=C1)C)C)N1C(N(CC1)C1=C(C=C(C=C1C)C)C)=[Ru](=C1C=C(C2=CC=CC=C12)C1=CC=CC=C1)(Cl)(Cl)=C1N(CCN1C1=C(C=C(C=C1C)C)C)C1=C(C=C(C=C1C)C)C Bis[1,3-bis(2,4,6-trimethylphenyl)-2-imidazolidinylidene]dichloro(3-phenyl-1H-inden-1-ylidene)ruthenium